C(C)(=O)OC[C@H]1O[C@H]([C@@H]([C@@H]1OC(C)=O)OC(C)=O)N1C2=NC(=NC(=C2N=C1)N1C(CCCC1)C1=CC=CC=C1)Cl [(2R,3R,4R,5R)-3,4-diacetoxy-5-[2-chloro-6-(2-phenyl-1-piperidyl)purin-9-yl]tetrahydrofuran-2-yl]methyl acetate